trans-N-[4-[6-[(6-methoxy-2-methyl-3,4-dihydro-1H-isoquinolin-7-yl)amino]pyrazolo[3,4-d]pyrimidin-1-yl]cyclohexyl]acetamide COC=1C=C2CCN(CC2=CC1NC1=NC=C2C(=N1)N(N=C2)[C@@H]2CC[C@H](CC2)NC(C)=O)C